C[C@H]1CCOCCCC2=CSC(C3=NN(C=4C=CC(O1)=CC34)C3OCCCC3)=N2 (12S)-12-methyl-18-(oxan-2-yl)-9,13-dioxa-3-thia-18,19,22-triazatetracyclo[12.5.2.12,5.017,20]docosa-1(19),2(22),4,14(21),15,17(20)-hexaene